(terphenylyl)(dibenzothiophenyl)indolocarbazole C1(=C(C=CC=C1)C=1C(=C2C(=CC1)N=C1C=CC3=C4C=CC=CC4=NC3=C12)C1=CC=CC=2SC3=C(C21)C=CC=C3)C=3C(=CC=CC3)C3=CC=CC=C3